methyl (S)-3-bromo-4-(((2-hydroxy-2-phenylethyl)amino)methyl)benzoate BrC=1C=C(C(=O)OC)C=CC1CNC[C@H](C1=CC=CC=C1)O